n-ethyl-2-(4-fluoro-5-methoxy-1H-indol-3-yl)-N-methyl-2-oxoacetamide C(C)N(C(C(=O)C1=CNC2=CC=C(C(=C12)F)OC)=O)C